5,5-dimethylcaproic acid CC(CCCC(=O)O)(C)C